FC(C=1C(=C(C=CC1)[C@@H](C)NC1=NC(=NC2=CC3=C(C=C12)N(C([C@@]3(C)OC)=O)C)C)F)(C3(OC3)C)F (S)-4-(((1R)-1-(3-(difluoro(2-methyloxiran-2-yl)methyl)-2-fluorophenyl)ethyl)amino)-8-methoxy-2,6,8-trimethyl-6,8-dihydro-7H-pyrrolo[2,3-g]quinazolin-7-one